6-(4-(3,5-dimethyl-1H-pyrazol-1-yl)phenyl)-2-methyl-1H-benzo[d]imidazole-4-carboxylic acid CC1=NN(C(=C1)C)C1=CC=C(C=C1)C=1C=C(C2=C(NC(=N2)C)C1)C(=O)O